N-[trans-3-[(4-chlorophenyl)sulfonyl]-3-(2,5-difluorophenyl)cyclobutyl]-1,1,1-trifluoromethanesulfonamide ClC1=CC=C(C=C1)S(=O)(=O)C1(CC(C1)NS(=O)(=O)C(F)(F)F)C1=C(C=CC(=C1)F)F